1-[(3S)-3-{4-amino-3-iodopyrazolo[3,4-d]pyrimidin-1-yl}pyrrolidin-1-yl]prop-2-en-1-one NC1=C2C(=NC=N1)N(N=C2I)[C@@H]2CN(CC2)C(C=C)=O